7,7-dimethyl-4,5,6,7-tetrahydropyrazolo[1,5-a]pyrazine-2-carboxylic acid ethyl ester C(C)OC(=O)C1=NN2C(CNCC2(C)C)=C1